2-(3-hydroxypropyl)cyclododecanone OCCCC1C(CCCCCCCCCC1)=O